(S)-5-(((2-((7-fluoro-4-methyl-3-oxo-1,2,3,4-tetrahydropyrido[2,3-b]pyrazin-6-yl)oxy)ethyl)amino)methyl)-3-(3-oxo-3,4-dihydro-2H-pyrazino[2,3-b][1,4]thiazin-6-yl)oxazolidin-2-one FC1=CC2=C(N(C(CN2)=O)C)N=C1OCCNC[C@H]1CN(C(O1)=O)C1=NC2=C(SCC(N2)=O)N=C1